EPOXY METHACRYlATE CC(=C)C(=O)OOOC(=O)C(=C)C